4-(5-acetamidobenzo[d]oxazol-2-yl)picolinic acid C(C)(=O)NC=1C=CC2=C(N=C(O2)C2=CC(=NC=C2)C(=O)O)C1